diallylaminomethylene phosphonate P1(OC(N(CC=C)CC=C)O1)=O